3-methoxy-1,1-dimethylpropanol COCCC(O)(C)C